ditolyl thiodipropionate S(CCC(=O)OC1=C(C=CC=C1)C)CCC(=O)OC1=C(C=CC=C1)C